5,6-dimethyl-2'-(1'H,3H-spiro[2-benzofuran-1,4'-piperidin]-1'-yl)-1,3-dihydro-4'H-spiro[indene-2,5'-[1,3]oxazol]-4'-one CC=1C=C2CC3(C(N=C(O3)N3CCC4(CC3)OCC3=C4C=CC=C3)=O)CC2=CC1C